[(1R,3R)-1-[2,6-difluoro-4-[2-[3-(fluoromethyl)azetidin-1-yl]ethoxy]phenyl]-3-methyl-1,3,4,9-tetrahydropyrido[3,4-b]indol-2-yl]-(thietan-3-yl)methanone FC1=C(C(=CC(=C1)OCCN1CC(C1)CF)F)[C@H]1N([C@@H](CC2=C1NC1=CC=CC=C21)C)C(=O)C2CSC2